C(#C)C1=CC(=NC=2N=C(N=CC21)NC2=CC=C(C=C2)N2CCN(CC2)C)N2C(OCC2)=O 3-(5-ethynyl-2-{[4-(4-methylpiperazin-1-yl)phenyl]amino}pyrido[2,3-d]pyrimidin-7-yl)-1,3-oxazolidin-2-one